(S)-(2,7-dimethyl-3-(1-methyl-3-(trifluoromethyl)-1H-pyrazol-5-yl)-2,4,5,7-tetrahydro-6H-pyrazolo[3,4-c]pyridin-6-yl)(2-methyl-2H-indazol-4-yl)methanone CN1N=C2[C@@H](N(CCC2=C1C1=CC(=NN1C)C(F)(F)F)C(=O)C=1C2=CN(N=C2C=CC1)C)C